ClC=1C(=C2C=NNC2=CC1C)C=1C(=NN(C1C)C1CC2(CN(C2)C(C=C)=O)C1)C1=CC=C(C=C1)CO (R)-1-(6-(4-(5-chloro-6-methyl-1H-indazol-4-yl)-3-(4-(hydroxymethyl)phenyl)-5-methyl-1H-pyrazol-1-yl)-2-azaspiro[3.3]hept-2-yl)prop-2-en-1-one